C1NCC2C1=CCC2 hexa-hydrocyclopenta[c]pyrrole